3,5-difluoro-4-((2-methyl-7-phenyl-1H-imidazo[4,5-c]pyridin-1-yl)methyl)benzenesulfonamide FC=1C=C(C=C(C1CN1C(=NC=2C=NC=C(C21)C2=CC=CC=C2)C)F)S(=O)(=O)N